Cobalt-aluminum-titanium [Ti].[Al].[Co]